C(C)OC(\C(=C(\C1=CC=CC=C1)/N)\C#N)=O (Z)-3-amino-2-cyano-3-phenyl-prop-2-enoic acid ethyl ester